CC1=C(NC(C2=CC=C(C=C2)N)=O)C(=CC(=C1)N)C 2',6'-dimethyl-4,4'-diaminobenzanilide